Di-Tert-Butyl {iminobis[(2s,3s)-3-Hydroxy-1-Phenylbutane-4,2-Diyl]}biscarbamate N(C[C@@H]([C@H](CC1=CC=CC=C1)NC(OC(C)(C)C)=O)O)C[C@@H]([C@H](CC1=CC=CC=C1)NC(OC(C)(C)C)=O)O